2-((1r,4r)-4-hydroxycyclohexylamino)-4-(isopentylamino)pyrimidine-5-carbonitrile OC1CCC(CC1)NC1=NC=C(C(=N1)NCCC(C)C)C#N